(E)-N-((3-(4-fluorophenyl)bicyclo[1.1.1]pentan-1-yl)methylene)-2-methylpropane-2-sulfinamide FC1=CC=C(C=C1)C12CC(C1)(C2)\C=N\S(=O)C(C)(C)C